NC1=NC=C(C(=N1)C(F)(F)F)C1=NC(=NC(=C1)N1C(O[C@@H]([C@@H]1CO)C)=O)N1CCOCC1 (4s,5r)-3-(2'-amino-2-morpholino-4'-(trifluoromethyl)-[4,5'-bipyrimidine]-6-yl)-4-(hydroxymethyl)-5-methyloxazolidin-2-one